5'-(2,6-dimethyl-4-nitrophenoxy)spiro[cyclobutane-1,3'-indoline]-2'-one CC1=C(OC=2C=C3C4(C(NC3=CC2)=O)CCC4)C(=CC(=C1)[N+](=O)[O-])C